O[C@@H]1[C@H]([C@H](CC1)N1C(C(=CC2=C1N=C(N=C2)NC2CCN(CC2)S(=O)(=O)C)C([2H])(F)F)=O)C (+)-8-((1S,2S,3S)-3-hydroxy-2-methylcyclopentyl)-6-(difluoromethyl-d)-2-((1-(methylsulfonyl)piperidin-4-yl)amino)pyrido[2,3-d]pyrimidin-7(8H)-one